indium titanium tin [Sn].[Ti].[In]